5-chloro-2-(4-{[(3s,4r)-3-methyl-oxazin-4-yl]amino}pyrido[3,4-d]pyridazin-1-yl)phenol ClC=1C=CC(=C(C1)O)C1=C2C(=C(N=N1)NC1=C(NOC=C1)C)C=NC=C2